O=C1NC(CCC1N1C(N(C2=C1C=CC(=C2)C2CCN(CC2)C2CCC(CC2)C(=O)OC(C)(C)C)C)=O)=O tert-butyl 4-[4-[1-(2,6-dioxo-3-piperidyl)-3-methyl-2-oxo-benzimidazol-5-yl]-1-piperidyl]cyclohexanecarboxylate